cresolsulfonic acid sodium salt [Na+].C=1(C(=CC=CC1O)S(=O)(=O)[O-])C